5-(1-Bromopropyl)-3-(4-methylphenyl)-1,2,4-oxadiazole BrC(CC)C1=NC(=NO1)C1=CC=C(C=C1)C